(S)-N-(2-(1-ethyl-2,2-dimethylpyrrolidin-3-yl)thieno[2,3-b]pyridin-4-yl)-4,6-difluorobenzo[d]thiazol-5-amine C(C)N1C([C@H](CC1)C1=CC=2C(=NC=CC2NC=2C(=CC3=C(N=CS3)C2F)F)S1)(C)C